1-(4-aminopyridin-3-yl)ethan-1-one NC1=C(C=NC=C1)C(C)=O